C(C1=CC=CC=C1)N(C1=NC=C2C(=N1)N(N=C2C=2C(=C(C(=C(C2)C(F)(F)F)F)O)F)C)C2CCC2 3-(6-(Benzyl(cyclobutyl)amino)-1-methyl-1H-pyrazolo[3,4-d]pyrimidin-3-yl)-2,6-difluoro-5-(trifluoromethyl)phenol